[2H]C([2H])([2H])C([2H])([2H])O[2H] Ethanol-d6